FC(C1(COCC1)OCC=O)(F)F 2-((3-(trifluoromethyl)tetrahydrofuran-3-yl)oxy)acetaldehyde